C(C=C)(=O)OC(COC1=C(C=C(C=C1Br)Br)Br)COC1=C(C=C(C=C1Br)Br)Br 1,3-bis(2,4,6-tribromophenoxy)-2-propyl acrylate